3-(5-((4-((8-(4-chlorophenyl)spiro[4.5]dec-7-en-7-yl)methyl)piperazin-1-yl)methyl)-1-oxoisoindolin-2-yl)piperidine-2,6-dione ClC1=CC=C(C=C1)C1=C(CC2(CCCC2)CC1)CN1CCN(CC1)CC=1C=C2CN(C(C2=CC1)=O)C1C(NC(CC1)=O)=O